ClC1=CC(=C(C(=C1)C)B1OC(C(O1)(C)C)(C)C)OC 2-(4-chloro-2-methoxy-6-methyl-phenyl)-4,4,5,5-tetramethyl-1,3,2-dioxaborolane